FC1=C(C=2[C@](C3=C(NC2N=C1)CC(C=C3)(C)C)(C3=CC=CC=C3)C)F (S)-3,4-difluoro-5,8,8-trimethyl-5-phenyl-5,8,9,10-tetrahydrobenzo[b][1,8]naphthyridin